OC[C@@H](CCCCCCCCCCCCCCCCCCC)OCC1=CC(=C(C#N)C=C1)OC(C)C (R)-4-(((1-hydroxyhenicosan-2-yl)oxy)methyl)-2-isopropoxybenzonitrile